O=C(C(=O)O)CC α-Oxobutyric acid